3-benzyl-5-chlorothiophene-2-sulfonamide C(C1=CC=CC=C1)C1=C(SC(=C1)Cl)S(=O)(=O)N